O=C(/C=C/C=1C=C(OCCC(=O)O)C=CC1)C1=CC=C(C=C1)C(F)(F)F 3-[3-[(E)-3-Oxo-3-[4-(trifluoromethyl)phenyl]prop-1-enyl]phenoxy]propanoic acid